2-((4-amino-2-chlorophenyl)amino)-5-chloro-3-(3-methylbutanoyl)-4-oxo-1,4-dihydroquinoline-8-carboxylic acid NC1=CC(=C(C=C1)NC=1NC2=C(C=CC(=C2C(C1C(CC(C)C)=O)=O)Cl)C(=O)O)Cl